C(C)(C)(C)OC(=O)NCCNC1N(CCCC1)C(=O)[O-] ((2-((tert-butoxycarbonyl)amino)ethyl)amino)piperidin-1-carboxylate